N-(6-amino-5-methyl-3-pyridyl)-2-[(2S)-2-[3-(methylamino)phenyl]-1-piperidyl]-2-oxo-acetamide NC1=C(C=C(C=N1)NC(C(=O)N1[C@@H](CCCC1)C1=CC(=CC=C1)NC)=O)C